methyl 5-(4-amino-2-bromo-3-fluorophenyl)pentanoate NC1=C(C(=C(C=C1)CCCCC(=O)OC)Br)F